FC1=CC=C(C=C1)NC(C(C)C1=NC=2CCCN(C2C=C1)C1=NC(=NC=C1)C(F)(F)F)=O N-(4-fluorophenyl)-2-(5-(2-(trifluoromethyl)pyrimidin-4-yl)-5,6,7,8-tetrahydro-1,5-naphthyridin-2-yl)propanamide